C(CCCCCCCCCC(CCCCCCCCCCC(=O)OCC1=CC=CC=C1)(C(=O)OCC1=CC=CC=C1)C(=O)OCC1=CC=CC=C1)C(=O)OCC1=CC=CC=C1 tetrabenzyl heneicosane-1,11,11,21-tetracarboxylate